NC=1C=C(OC2CCN(CC2)C(=O)OCCCC)C=CC1 butyl 4-(3-aminophenoxy)piperidine-1-carboxylate